N-(4-(aminomethyl)-3-fluorophenyl)-2-(4-isopropylpiperidin-1-yl)pyrimidin-5-amine NCC1=C(C=C(C=C1)NC=1C=NC(=NC1)N1CCC(CC1)C(C)C)F